N-(2-(2-oxo-1-imidazolidinyl)ethyl)methacrylamide O=C1N(CCN1)CCNC(C(=C)C)=O